fluorene (allyl-methyl-ethyl acrylate) C(C=C)C(=C(C(=O)O)CC)C.C1=CC=CC=2C3=CC=CC=C3CC12